7,7-dimethyl-7H-cyclopenta[b]pyridin-5-yltrifluoromethanesulfonic acid CC1(C=C(C=2C1=NC=CC2)OS(=O)(=O)C(F)(F)F)C